oxoxanthene O=C1C=CC=C2OC3=CC=CC=C3C=C12